N-(2-(dimethylamino)ethyl)-2-methyl-4-nitrobenzamide CN(CCNC(C1=C(C=C(C=C1)[N+](=O)[O-])C)=O)C